BrC=1C=C(C(=NC1)[N+](=O)[O-])NCC(C(=O)[O-])(C)C ((5-bromo-2-nitropyridin-3-yl) amino)-2,2-dimethylpropionate